[Cl-].[Cl-].C[Si](=[Zr+2](C1C=CC2=CC=CC=C12)C1C=CC2=CC=CC=C12)C dimethylsilanediyl-bis(indenyl)zirconium dichloride